((3-((2-hydroxyethyl)(8-(nonyloxy)-8-oxooctyl)amino)propyl)azanediyl)bis(heptane-7,1-diyl) bis(4,4-bis(((Z)-oct-5-en-1-yl)oxy)butanoate) C(CCC\C=C/CC)OC(CCC(=O)OCCCCCCCN(CCCCCCCOC(CCC(OCCCC\C=C/CC)OCCCC\C=C/CC)=O)CCCN(CCCCCCCC(=O)OCCCCCCCCC)CCO)OCCCC\C=C/CC